(R)-N-((1-(6-((5-(3,3-difluorocyclobutyl)-1H-pyrazol-3-yl)amino)-3-methylpyridine-2-Carbonyl)-5,5-difluoropiperidin-2-yl)methyl)acetamide FC1(CC(C1)C1=CC(=NN1)NC1=CC=C(C(=N1)C(=O)N1[C@H](CCC(C1)(F)F)CNC(C)=O)C)F